CN(C)[Ti] (dimethylamino)Titanium